ethyl 2-methyl-5-(2-(piperidin-1-yl)ethyl)benzofuran-3-carboxylate CC=1OC2=C(C1C(=O)OCC)C=C(C=C2)CCN2CCCCC2